N1C=CC2=CC(=CC=C12)C=1N=NN(C1)CC1=C(C=C(C=C1)C=1OC(=NN1)C(F)F)F 2-(4-((4-(1H-indol-5-yl)-1H-1,2,3-triazol-1-yl)methyl)-3-fluorophenyl)-5-(difluoromethyl)-1,3,4-oxadiazole